1-benzyl-N-(3-(4-chlorobenzoyl)thiophen-2-yl)hydrazinethiocarboxamide C(C1=CC=CC=C1)N(N)C(NC=1SC=CC1C(C1=CC=C(C=C1)Cl)=O)=S